5-[4-Amino-5-(trifluoromethyl)pyrrolo[2,1-f][1,2,4]triazin-7-yl]-N-[(3R,4S)-4-fluoro-1-(5,5,5-trifluoro-4-hydroxy-4-phenylpentan-2-yl)pyrrolidin-3-yl]-2-methoxypyridin-3-carboxamid NC1=NC=NN2C1=C(C=C2C=2C=C(C(=NC2)OC)C(=O)N[C@@H]2CN(C[C@@H]2F)C(C)CC(C(F)(F)F)(C2=CC=CC=C2)O)C(F)(F)F